(3S,6S,8S,10aS)-8-(dimethylamino)-6-((S)-2-(methylamino)propanamido)-5-oxo-N-((R)-1,2,3,4-tetrahydronaphthalen-1-yl)decahydropyrrolo[1,2-a]azocine-3-carboxamide CN([C@H]1CC[C@@H]2N(C([C@H](C1)NC([C@H](C)NC)=O)=O)[C@@H](CC2)C(=O)N[C@@H]2CCCC1=CC=CC=C21)C